succinimido-1,1,3,3-tetra-methyluronium tetrafluoroborate F[B-](F)(F)F.C1(CCC(N1OC(=[N+](C)C)N(C)C)=O)=O